(pyridin-4-yl)methanol N1=CC=C(C=C1)CO